mono-oxydipentene C=CCCCOCCCC=C